FC=1C=2N(C=C(C1)C1=CNC=3N=C(N=CC31)NCC=3C=NC(=CC3)N3CCN(CC3)C)C=CN2 5-(8-fluoroimidazo[1,2-a]pyridin-6-yl)-N-((6-(4-methylpiperazin-1-yl)pyridin-3-yl)methyl)-7H-pyrrolo[2,3-d]pyrimidin-2-amine